Cl.Cl.NCC1=CC=C(C=C1)C=1N(N=C2C1N=CN(C2=O)CC2(CCN(CC2)CC2=C(C=C(C=C2)C2=C(N=CS2)C)F)O)C 3-(4-(aminomethyl)phenyl)-6-((1-(2-fluoro-4-(4-methylthiazol-5-yl)benzyl)-4-hydroxypiperidin-4-yl)methyl)-2-methyl-2,6-dihydro-7H-pyrazolo[4,3-d]pyrimidin-7-one dihydrochloride